C(C)OC=1C(=C(C(=C2C=NNC12)C=1C=CC=2N(N1)C=C(N2)NC(=O)[C@H]2[C@H](C2)F)CC)F (1S,2S)-N-(6-(7-ethoxy-5-ethyl-6-fluoro-1H-indazol-4-yl)imidazo[1,2-b]pyridazin-2-yl)-2-fluorocyclopropane-1-carboxamide